2,5-dimethyl-4-(propan-2-yl)piperazine CC1NCC(N(C1)C(C)C)C